FC(C(=O)O)(F)F.CN1N=CC(=C1)CN1C(N(C2=C(C1=O)C=C(S2)S(=O)(=O)NC2(CC2)C)C2CCNCC2)=O 3-((1-methyl-1H-pyrazole-4-yl)methyl)-N-(1-methylcyclopropyl)-2,4-Dioxo-1-(piperidine-4-yl)-1,2,3,4-tetrahydrothieno[2,3-d]pyrimidin-6-sulfonamide trifluoroacetate